C(C)N1SC2=C(C1)C=CC(=C2C(F)F)F 2-ethyl-6-fluoro-7-difluoromethylbenzo[d]isothiazole